(6R)-17-amino-6-hydroxy-12-[[6-(1-piperidyl)-2-pyridyl]methyl]-6,15-bis(trifluoromethyl)-19-oxa-3,4,12,18-tetrazatricyclo[12.3.1.12,5]nonadeca-1(18),2,4,14,16-pentaen-13-one NC1=CC(=C2C(N(CCCCC[C@@](C3=NN=C(C1=N2)O3)(C(F)(F)F)O)CC3=NC(=CC=C3)N3CCCCC3)=O)C(F)(F)F